4-[methyl-(4-piperidinylmethyl)amino]Benzene CN(C1=CC=CC=C1)CC1CCNCC1